(S)-2,2-dimethyl-6-vinylchromane-4-amine CC1(OC2=CC=C(C=C2[C@H](C1)N)C=C)C